citronellyl isobutyrate (3,7-dimethyloct-6-en-1-yl isobutyrate) CC(CCC(C(=O)O)(C)C)CCC=C(C)C.C(C(C)C)(=O)OCCC(C)CCC=C(C)C